[18F]fluoroglucaric acid [18F][C@@](C(=O)O)(O)[C@@H](O)[C@H](O)[C@H](O)C(=O)O